(R)-4-(3-(3-chloro-1H-pyrazol-5-yl)-7-(1-(methylsulfonyl)cyclopropyl)pyrazolo[1,5-a]pyrimidin-5-yl)-3-methylmorpholine ClC1=NNC(=C1)C=1C=NN2C1N=C(C=C2C2(CC2)S(=O)(=O)C)N2[C@@H](COCC2)C